BrC1=CC(=C(C=C1F)NS(=O)(=O)C1=CNC(=C1)C1=NC=CC=C1C)F N-(4-bromo-2,5-difluorophenyl)-5-(3-methylpyridin-2-yl)-1H-pyrrol-3-sulfonamide